2-[1-[4-[(15R)-15-methyl-13-oxo-11-thia-6,14,17-triazatetracyclo[8.8.0.02,7.012,18]octadeca-1,3,5,7,9,12(18)-hexaen-5-yl]phenyl]-4-piperidyl]acetaldehyde C[C@H]1NC(C=2SC3=CC=C4N=C(C=CC4=C3C2NC1)C1=CC=C(C=C1)N1CCC(CC1)CC=O)=O